ClC=1C=C2C(=NC(=NC2=CC1C1=CC=CC=C1)C)N1CCN(CC1)C(C=C)=O 1-(4-(6-chloro-2-methyl-7-phenylquinazolin-4-yl)piperazin-1-yl)prop-2-en-1-one